P(=O)(O)(O)OCC(=O)[C@H](O)[C@H](O)COP(=O)(O)O Ribulose 1,5-bisphosphate